FC1C(C1)C1=NNC(=C1I)C(=O)OC Methyl 3-(2-fluorocyclopropyl)-4-iodo-1H-pyrazole-5-carboxylate